CC=1SC2=C(N1)C=C(C=C2)N 2-methylbenzo[d]thiazol-5-amine